(1S,3S,4R)-p-Menthane-3,8-diol [C@H]1(C[C@@H]([C@@H](CC1)C(C)(C)O)O)C